ClC=1C(=C(C(=O)O)C=C(C1)C1=NOC2C1COC2)N(C)C 3-chloro-2-(dimethylamino)-5-(3a,4,6,6a-tetrahydrofuro[3,4-d]isoxazol-3-yl)benzoic acid